ClC1=C(C(=CC=C1)F)C12C(OCC(N1)=O)CCCC2 4a-(2-Chloro-6-fluorophenyl)hexahydro-2H-benzo[b][1,4]oxazin-3(4H)-one